1'-(2-{[1-(3-hydroxy-3-methylcyclobutyl)-1H-pyrazolo[3,4-b]pyridin-5-yl]oxy}ethyl)-2-oxo-1,2-dihydrospiro[indole-3,4'-piperidine]-5-carbonitrile OC1(CC(C1)N1N=CC=2C1=NC=C(C2)OCCN2CCC1(CC2)C(NC2=CC=C(C=C21)C#N)=O)C